3-(3-((1-(3-(3-((tert-Butyldimethylsilyl)oxy)propyl)phenyl)-4-(methylsulfonyl)butoxy)methyl)-1-methyl-1H-1,2,4-triazol-5-yl)-4-fluorophenol [Si](C)(C)(C(C)(C)C)OCCCC=1C=C(C=CC1)C(CCCS(=O)(=O)C)OCC1=NN(C(=N1)C=1C=C(C=CC1F)O)C